4-(2-fluoro-4-nitrophenoxy)-6,7-dimethoxypyrido[3,2-d]pyrimidine FC1=C(OC=2C3=C(N=CN2)C=C(C(=N3)OC)OC)C=CC(=C1)[N+](=O)[O-]